Tri(4,4-dimethyl-2-pentyl)citrat CC(CC(C)C(C(C(C(=O)[O-])(C(C)CC(C)(C)C)C(C)CC(C)(C)C)(O)C(=O)[O-])C(=O)[O-])(C)C